tert-Butyl N-tert-butoxycarbonyl-N-[[2-cyano-4-(4-methylthiazol-5-yl)phenyl] methyl]carbamate C(C)(C)(C)OC(=O)N(C(OC(C)(C)C)=O)CC1=C(C=C(C=C1)C1=C(N=CS1)C)C#N